OCC(C(=O)N)=C hydroxymethyl-Acrylamide